tert-butyl 2-[1-[4-[2-[1-(6,7-dihydro-5H-pyrrolo[1,2-c]imidazol-1-yl)-2-oxo-2-(thiazol-2-ylamino)ethyl]-7-fluoro-indazol-6-yl]phenyl]-4-hydroxy-4-piperidyl]acetate C1(=C2N(C=N1)CCC2)C(C(NC=2SC=CN2)=O)N2N=C1C(=C(C=CC1=C2)C2=CC=C(C=C2)N2CCC(CC2)(O)CC(=O)OC(C)(C)C)F